5-(4-fluoro-2-methyl-1-(1-methylpiperidin-4-yl)-1H-benzo[d]imidazol-6-yl)-N-(2,2,2-trifluoroethyl)-7H-pyrrolo[2,3-d]pyrimidin-2-amine FC1=CC(=CC=2N(C(=NC21)C)C2CCN(CC2)C)C2=CNC=1N=C(N=CC12)NCC(F)(F)F